furo[3,2-b]pyridine-5-carboxamide O1C=CC2=NC(=CC=C21)C(=O)N